Imidazo[1,2-a]pyridin-2-ylmethylamine dihydrochloride Cl.Cl.N=1C(=CN2C1C=CC=C2)CN